C(CSCCSCCSCCO)O 3,6,9-trithiaundecane-1,11-diol